C1(CC1)C1=CC(=C2C(=NC=NC2=C1)NC=1C(=C2C=CC=NC2=CC1)F)O[C@@H](CN(C)C)C (R)-7-cyclopropyl-5-((1-(dimethylamino)propan-2-yl)oxy)-N-(5-fluoroquinolin-6-yl)quinazolin-4-amine